C(C)(=O)C1=C(N=NC(=C1)N1CCC(CC1)OC1=C(C=CC=C1)C(F)(F)F)C(=O)NN acetyl-6-(4-(2-(trifluoromethyl)phenoxy)piperidin-1-yl)pyridazine-3-carbohydrazide